(R)-2-butyl-1,2,3,5-tetrahydro-[1,4]oxaazepino[6,5-c][1,5]naphthyridine-6-amine C(CCC)[C@@H]1COCC=2C(=NC=3C=CC=NC3C2N1)N